2α,3α,16α,17α-diepoxy-17β-acetoxy-5α-androstane CC(=O)O[C@]12[C@H](O1)C[C@@H]3[C@@]2(CC[C@H]4[C@H]3CC[C@@H]5[C@@]4(C[C@@H]6[C@H](C5)O6)C)C